OC1=CC(=CC2=CC=CC=C12)C(=O)N1CC2=C(N=C(NC2=O)C2(CC2)C2=CC=CC=C2)CC1 6-(4-hydroxy-2-naphthoyl)-2-(1-phenylcyclopropyl)-5,6,7,8-tetrahydropyrido[4,3-d]pyrimidin-4(3H)-one